ClC1=C(C(=O)NC=2C(=NNC2)C(=O)NC2CCN(CC2)CC2=CC(=C(C=C2)C2C(NC(CC2)=O)=O)F)C(=CC=C1)Cl 4-(2,6-dichlorobenzamido)-N-(1-(4-(2,6-dioxopiperidin-3-yl)-3-fluorobenzyl)piperidin-4-yl)-1H-pyrazole-3-carboxamide